tert-butyl (3R)-3-(N-{bicyclo[1.1.1]pentan-1-yl}4-nitrobenzenesulfonamido)pyrrolidine-1-carboxylate C12(CC(C1)C2)N(S(=O)(=O)C2=CC=C(C=C2)[N+](=O)[O-])[C@H]2CN(CC2)C(=O)OC(C)(C)C